Ethyl 4-(3-((3-amino-1H-pyrazol-4-yl)methyl)ureido)benzoate NC1=NNC=C1CNC(NC1=CC=C(C(=O)OCC)C=C1)=O